FC1(CC(C1)N1C(C(=CC=C1)NC(C1=C(C=C(C=C1)S(=O)(=O)CC)N1CC[Si](CC1)(C)C)=O)=O)F N-(1-(3,3-difluorocyclobutyl)-2-oxo-1,2-dihydropyridin-3-yl)-2-(4,4-dimethyl-1,4-azasilinan-1-yl)-4-(ethylsulfonyl)benzamide